N1=C(C=CC2=CC=C3C=CC=NC3=C12)C1=NC2=C3N=CC=CC3=CC=C2C=C1 2,2'-bi-1,10-phenanthroline